FC1=C(N=CC2=C1N=C(N=C2N2CC1=C(CCC2)N=CC=C1)OCC12CCCN2CCC1)C1=CC=CC2=CC=CC(=C12)F 6-(8-fluoro-7-(8-fluoronaphthalen-1-yl)-2-((hexahydro-1H-pyrrolizin-7a-yl)methoxy)pyrido[4,3-d]pyrimidin-4-yl)-6,7,8,9-tetrahydro-5H-pyrido[3,2-c]azepine